Cl.C(C)(=O)C1=CC=C(C=C1)N1C(N2N(CC=C3C2C=2C=CC(=CC2OC3(C)C)OC(=O)N3CCNCC3)C1=O)=O 2-(4-acetylphenyl)-7,7-dimethyl-1,3-dioxo-2,3,5,12b-tetrahydro-1H,7H-chromeno[4,3-c][1,2,4]triazolo[1,2-a]pyridazin-10-ylpiperazine-1-carboxylate hydrochloride